2-(1-ethyl-3-methyl-1H-pyrazole-5-carboxamido)-1-(3-(1-ethyl-3-methyl-1H-pyrazole-5-Carboxamido)pentyl)-1H-benzo[d]imidazole-5-carboxamide C(C)N1N=C(C=C1C(=O)NC1=NC2=C(N1CCC(CC)NC(=O)C1=CC(=NN1CC)C)C=CC(=C2)C(=O)N)C